3-(4-methoxyphenyl)-1-(3,5,6-trimethylpyrazin-2-yl)-1H-pyrrol-5-ol COC1=CC=C(C=C1)C1=CN(C(=C1)O)C1=NC(=C(N=C1C)C)C